Methyl (3S)-3-(2-(5-(2-(azetidin-1-yl)ethyl)-2-oxopyridin-1(2H)-yl)-4-methylpentanamido)-3-(4'-fluoro-2',6'-dimethyl-[1,1'-biphenyl]-3-yl)propanoate N1(CCC1)CCC=1C=CC(N(C1)C(C(=O)N[C@@H](CC(=O)OC)C=1C=C(C=CC1)C1=C(C=C(C=C1C)F)C)CC(C)C)=O